1-[8-(1H-pyrazol-4-yl)-6H-isochromeno[3,4-b]pyridin-3-yl]-1,7-diazaspiro[3.5]nonane N1N=CC(=C1)C=1C=CC2=C(C1)COC1=NC(=CC=C12)N1CCC12CCNCC2